C(C)OC(=O)C=1CCOCC1OS(=O)(=O)C(F)(F)F 5-(trifluoromethylsulfonyloxy)-3,6-dihydro-2H-pyran-4-carboxylic acid ethyl ester